CC=1C=CC=C2C(=NN(C12)C=1C=CC(=NC1)N1CC2C(C2C1)C(=O)OC)C=1C=2N(C=CC1)N=C(C2)C methyl 3-[5-(7-methyl-3-{2-methylpyrazolo[1,5-a]pyridin-4-yl}-1H-indazol-1-yl)pyridin-2-yl]-3-azabicyclo[3.1.0]hexane-6-carboxylate